BrC1=C(N=CN1CC(=O)OC(C)(C)C)C1=CC=C(C=C1)F tert-Butyl 2-[5-bromo-4-(4-fluorophenyl)imidazol-1-yl]acetate